C(C)N1C2=C(C=3C=C(C=CC13)C(=O)OCC)N=CC=C2 ethyl 5-ethyl-5H-pyrido[3,2-b]indole-8-carboxylate